bis(ethylenediamine) palladium (II) sulfate S(=O)(=O)([O-])[O-].[Pd+2].C(CN)N.C(CN)N